COC1=C(CNC2=NC=CC3=C(C=CC=C23)NCC23CN(C(C2)(C3)COC3=CC(N(C=C3)C)=O)C(=O)OCC3=CC=CC=C3)C=CC(=C1)OC Benzyl 4-(((1-((2,4-dimethoxybenzyl)amino)isoquinolin-5-yl)amino)methyl)-1-(((1-methyl-2-oxo-1,2-dihydropyridin-4-yl)oxy)methyl)-2-azabicyclo[2.1.1]hexane-2-carboxylate